butylmalonic acid di(1,2,2,6,6-pentamethyl-4-piperidyl) ester CN1C(CC(CC1(C)C)OC(C(C(=O)OC1CC(N(C(C1)(C)C)C)(C)C)CCCC)=O)(C)C